dicyclohexyl[3,6-dimethoxy-2',4',6'-triisopropyl-[1,1'-biphenyl]-2-yl]phosphine C1(CCCCC1)P(C1=C(C(=CC=C1OC)OC)C1=C(C=C(C=C1C(C)C)C(C)C)C(C)C)C1CCCCC1